C(CCCC)O[Si](OCCCCC)(OCCCCC)OCCCCC tetrapentoxysilane